tetrahydroxy-trihydroxyisoflavone OC=1C(=C(C2=C(OC3=C(C(=C(C(=C3C2=O)O)O)O)O)O)C=CC1)O